((6-(6-Cyclopropyl-2-((4-(1,2,3,6-tetrahydropyridin-4-yl)phenyl)amino)-7H-pyrrolo[2,3-d]pyrimidin-7-yl)pyridin-2-yl)imino)dimethyl-λ6-sulfanone C1(CC1)C1=CC2=C(N=C(N=C2)NC2=CC=C(C=C2)C=2CCNCC2)N1C1=CC=CC(=N1)N=S(=O)(C)C